C(C1=CC=CC=C1)=C1CCCCC1=O 6-benzylidenecyclohexanone